N-((5-(4-(6-fluoropyridin-2-yl)benzyl)-3-methoxypyrazin-2-yl)methyl)isobutyramide lithium [Li].FC1=CC=CC(=N1)C1=CC=C(CC=2N=C(C(=NC2)CNC(C(C)C)=O)OC)C=C1